FC(N1C(=NN=C1)CC1(COC1)C=1C=C(C=CC1)N1C(C2=CC(=CC(=C2C1)C(F)(F)F)CN1[C@H](CN(CC1)C)C(C)C)=O)F (S)-2-(3-(3-((4-(difluoromethyl)-4H-1,2,4-triazol-3-yl)methyl)-oxetan-3-yl)phenyl)-6-((2-isopropyl-4-methylpiperazin-1-yl)methyl)-4-(trifluoromethyl)-isoindolin-1-one